6-nonadienal diethylacetal C(C)OC(CC=CC=C)(CCC)OCC